(difluoromethylsulfinyl)-7-fluoro-5-(3-fluorophenyl)-6,7-dihydro-5H-pyrrolo[1,2-b][1,2,4]triazole FC(S(=O)C=1N=C2N(N1)C(CC2F)C2=CC(=CC=C2)F)F